C1(=CC=CC=C1)N(C1=CC=C(C=C1)N(C1=CC(=CC(=C1)N(C1=CC=C(C=C1)N(C1=CC=CC=C1)C1=CC=CC=C1)C1=CC=CC=C1)N(C1=CC=C(C=C1)N(C1=CC=CC=C1)C1=CC=CC=C1)C1=CC=CC=C1)C1=CC=CC=C1)C1=CC=CC=C1 1,3,5-tris[N-(4-diphenylaminophenyl)phenylamino]benzene